(1-(oxetan-3-yl)-1H-pyrazol-4-yl)methanone O1CC(C1)N1N=CC(=C1)C=O